FC1=C(C=CC(=N1)C(=O)NC)N1CCN(CC1)CC1=CC(=NC=C1)NC(=O)NC 6-fluoro-N-methyl-5-(4-((2-(3-methylureido)pyridin-4-yl)methyl)piperazin-1-yl)picolinamide